C(C)N(S(=O)(=O)NC1=CC=C(C=C1)C1=C2C(=NC=C1)NC=C2)C 4-(4-((N-ethyl-N-methylsulfamoyl)amino)phenyl)-1H-pyrrolo[2,3-b]pyridin